C(C1=CC=CC=C1)OC1=C(C=O)C(=CC(=C1)OCCOC)Br 2-benzyloxy-6-bromo-4-(2-methoxyethoxy)benzaldehyde